S(SC(CNC(OC(C)(C)C)=O)([2H])[2H])C(CNC(OC(C)(C)C)=O)([2H])[2H] di-tert-butyl (disulfanediylbis(ethane-2,1-diyl-2,2-d2))dicarbamate